N-(3-(4-amino-3-(4-phenoxyphenyl)-1H-pyrazolo[3,4-d]pyrimidin-1-yl)propyl)-2-(N,N-bis(4-methoxybenzyl)sulfamoyl)-3,4,5,6-tetrafluorobenzamide NC1=C2C(=NC=N1)N(N=C2C2=CC=C(C=C2)OC2=CC=CC=C2)CCCNC(C2=C(C(=C(C(=C2F)F)F)F)S(N(CC2=CC=C(C=C2)OC)CC2=CC=C(C=C2)OC)(=O)=O)=O